2,2'-bipyridine-5,5'-dicarboxaldehyde copper [Cu].N1=C(C=CC(=C1)C=O)C1=NC=C(C=C1)C=O